4-((2-(4-(6-((6-acetyl-8-cyclopentyl-5-methyl-7-oxo-7,8-dihydropyrido[2,3-d]pyrimidin-2-yl)amino)pyridin-3-yl)piperazin-1-yl)ethyl)(methyl)amino)-2-(2,6-dioxopiperidin-3-yl)isoindoline C(C)(=O)C1=C(C2=C(N=C(N=C2)NC2=CC=C(C=N2)N2CCN(CC2)CCN(C2=C3CN(CC3=CC=C2)C2C(NC(CC2)=O)=O)C)N(C1=O)C1CCCC1)C